FC1=C(C=CC(=C1)F)C(CC(=O)NC1(CC1)C1=CC(=C(C=C1)C)OCC(F)(F)F)(C)O 3-(2,4-difluorophenyl)-3-hydroxy-N-(1-(4-methyl-3-(2,2,2-trifluoroethoxy)phenyl)-cyclopropyl)butanamide